OC1=C(C(=C(C(=C1CC=C(C)C)O)CCC(C)(C)O)OC)C(C)=O 1-(2,4-dihydroxy-5-(3-hydroxy-3-methylbutyl)-6-methoxy-3-(3-methylbut-2-en-1-yl)phenyl)ethan-1-one